FC1=C(OC2=CC=CC(=N2)C=2C=C3C=CC(=CC3=CC2)CCC(=O)O)C=CC=C1 3-{6-[6-(2-fluoro-phenoxy)-pyridin-2-yl]-naphthalen-2-yl}-propionic acid